ClC=1C(=CC=C2N=CC(=NC12)C=1C=NN(C1)CC1CCN(CC1)C)OC1=CC=2N(C=C1)C=C(N2)C 8-chloro-7-((2-methylimidazo[1,2-a]pyridin-7-yl)oxy)-2-(1-((1-methylpiperidin-4-yl)methyl)-1H-pyrazol-4-yl)quinoxaline